C(C)(C)(C)N=[Nb](N(CC)CC)(N(CC)CC)C1C=CC=C1 (tert-butylimino)cyclopentadienyl-bis(diethylamino)niobium